1,1'-Di-tert-butylphosphinoferrocene palladium dichloride [Pd](Cl)Cl.C(C)(C)(C)P[C-]1C=CC=C1.[C-]1(C=CC=C1)PC(C)(C)C.[Fe+2]